CO[Si](COC)(C)OC dimethoxy(methyl)(methoxymethyl)silane